1-(6-chloro-1-(piperidin-4-yl)-1H-indol-4-yl)dihydropyrimidine-2,4(1H,3H)-dione ClC1=CC(=C2C=CN(C2=C1)C1CCNCC1)N1C(NC(CC1)=O)=O